OC1=C(C(=O)NC2=CC=C(C(=O)O)C=C2)C=C(C=C1)C (E)-4-((2-hydroxy-5-methylbenzoyl)amino)benzoic acid